OC1=CC=C(C=C1)[Te]C1=CC=C(C=C1)O bis(4-hydroxyphenyl) telluride